NC=1C=C(C=CC1)S(=O)(=O)NC(=O)C=1C(=NC(=CC1)C(C)(C)C)OC1=C(C=C(C=C1C)C)C N-(3-Aminophenyl)sulfonyl-6-tert-butyl-2-(2,4,6-trimethylphenoxy)pyridin-3-carboxamid